2-(prop-2-yn-1-yl)heptanoic acid C(C#C)C(C(=O)O)CCCCC